CC1=NC2=CC=CC=C2C(=C1)C=1C=C2CCN(CC2=CC1)C(=O)OC(C)(C)C tert-butyl 6-(2-methylquinolin-4-yl)-3,4-dihydroisoquinoline-2(1H)-carboxylate